tris(2,4-dibutyl phenyl) phosphite P(OC1=C(C=C(C=C1)CCCC)CCCC)(OC1=C(C=C(C=C1)CCCC)CCCC)OC1=C(C=C(C=C1)CCCC)CCCC